tert-butyl (2'S)-5-chloro-1-[(4-methoxyphenyl)methyl]-2'-methyl-2-oxo-spiro[indoline-3,4'-piperidine]-1'-carboxylate ClC=1C=C2C(=CC1)N(C(C21C[C@@H](N(CC1)C(=O)OC(C)(C)C)C)=O)CC1=CC=C(C=C1)OC